N-(5-(2-((1R,4S)-2-azabicyclo[2.2.1]heptan-2-yl)acetamido)-2-methylpyridin-3-yl)-6-(1-(1-amino-1-oxopropan-2-yl)-1H-pyrazol-4-yl)pyrazolo[1,5-a]pyrazine-3-carboxamide [C@@H]12N(C[C@@H](CC1)C2)CC(=O)NC=2C=C(C(=NC2)C)NC(=O)C=2C=NN1C2C=NC(=C1)C=1C=NN(C1)C(C(=O)N)C